ClC1=NC=CC(=C1NC(C1=C(C=C(C(=C1)F)C1=NC(=C(C=C1)Cl)CO)O[C@H](C(F)(F)F)C)=O)C (S)-N-(2-Chloro-4-methylpyridin-3-yl)-4-(5-chloro-6-(hydroxymethyl)pyridin-2-yl)-5-fluoro-2-((1,1,1-trifluoropropan-2-yl)oxy)benzamide